7-(bromomethyl)-8-fluoro-3-methyl-5-(trifluoromethoxy)quinoxalin-2(1H)-one BrCC1=CC(=C2N=C(C(NC2=C1F)=O)C)OC(F)(F)F